N1N=CC2=CC(=CC=C12)C1=CN=C2N1N=C(C=C2)N2C[C@@H](O[C@@H](C2)C)C (2S,6R)-4-(3-(1H-indazol-5-yl)imidazo[1,2-b]pyridazin-6-yl)-2,6-dimethylmorpholine